NC(C)(C)C1=CC(=NC(=C1)C1=CC=C(C=C1)F)OC1[C@@H]2CN(C[C@H]12)C(=O)C1=CC(=NN1C)C=1N=CSC1F ((1R,5S,6s)-6-((4-(2-aminopropan-2-yl)-6-(4-fluorophenyl)pyridin-2-yl)oxy)-3-azabicyclo[3.1.0]hexan-3-yl)(3-(5-fluorothiazol-4-yl)-1-methyl-1H-pyrazol-5-yl)methanone